FC(C(=O)F)(C(=O)F)F perfluoro-malonyl fluoride